ClC1=C(C=CC=C1N1C(NC2=NC(=CN=C2C1=O)Cl)=O)NC(=O)C1=NC=CC=C1 N-(2-chloro-3-(7-chloro-2,4-dioxo-1,2-dihydropteridine-3(4H)-yl)phenyl)pyridine-2-carboxamide